benzo[d]triphenylene C1=C2C3=CC=CC=C3C34C(C=CC=C3C2=CC=C1)=CC=CC4